CN(C1=CC=C(C=C1)NC1=CC2=C(N(C(N2C)=O)C)C=C1)C 5-((4-(Dimethylamino)phenyl)amino)-1,3-dimethyl-1,3-dihydro-2H-benzo[d]imidazol-2-one